ClC=1C=C(C=CC1)N1N=C(C=C1O)CC 1-(3-chlorophenyl)-3-ethyl-1H-pyrazol-5-ol